ClC(C1=NC(=NO1)C1=CC=C(CN(C(=O)NOC)OC)C=C1)(F)F 1-(4-{5-[Chloro(difluoro)methyl]-1,2,4-oxadiazol-3-yl}benzyl)-1,3-dimethoxyurea